FC=1C=C(C=C(C1N1CCN(CC1)C1COC1)F)N1C(O[C@H](C1)CNC1=NOC=C1)=O (S)-3-(3,5-difluoro-4-(4-(oxetan-3-yl)piperazin-1-yl)phenyl)-5-((isoxazol-3-ylamino)methyl)oxazolidin-2-one